1,1,3,3-tetrabutyl-1,3-didodecyloxydistannoxane C(CCC)[Sn](O[Sn](OCCCCCCCCCCCC)(CCCC)CCCC)(OCCCCCCCCCCCC)CCCC